C(C)(C)(C)OC(=O)N1CCC=C(C1)B1OC(C(O1)(C)C)(C)C tert-butyl-5-(4,4,5,5-tetramethyl-1,3,2-dioxaborolan-2-yl)-3,6-dihydro-2H-pyridine-1-carboxylate